N-(4-(4-amino-7-(1-(2-hydroxyacetyl)piperidin-4-yl)-5H-pyrrolo[3,2-d]pyrimidin-5-yl)benzyl)-5-fluoro-2-methoxybenzamide NC=1C2=C(N=CN1)C(=CN2C2=CC=C(CNC(C1=C(C=CC(=C1)F)OC)=O)C=C2)C2CCN(CC2)C(CO)=O